ClC=1C=C(C=C(C1)Cl)C=1C2=C(N=CN1)C(C(=CN2)C(=O)O)=O 4-(3,5-dichlorophenyl)-8-oxo-5,8-dihydropyrido[3,2-d]pyrimidine-7-carboxylic acid